ClC=1C=C2C(=NC(=NC2=C(C1C1=CC(=CC2=CC=CC=C12)O)F)N1CC(C1)N(C)C)N1CCC2(CCCN2)CC1 (S or R)-4-(6-chloro-2-(3-(dimethylamino)azetidin-1-yl)-8-fluoro-4-(1,8-diazaspiro[4.5]decan-8-yl)quinazolin-7-yl)naphthalen-2-ol